3-Fluoro-2',4'-dihydroxy-4-methoxychalcone FC=1C=C(C=CC1OC)\C=C\C(=O)C1=C(C=C(C=C1)O)O